spiro[3.3]heptane-2-carbaldehyde C1C(CC12CCC2)C=O